4-(4-Methoxyphenyl)-6-methyl-1-tosyl-1,6-dihydro-7H-pyrrolo[2,3-c]pyridin-7-one COC1=CC=C(C=C1)C=1C2=C(C(N(C1)C)=O)N(C=C2)S(=O)(=O)C2=CC=C(C)C=C2